CN(C)C=C1C(NCCC1=O)=O ((dimethylamino)methylene)piperidine-2,4-dione